C(=C)[C@@H]1CN(C[C@H]1O)C(=O)OC(C)(C)C |r| rac-tert-butyl (3R,4S)-3-ethenyl-4-hydroxypyrrolidine-1-carboxylate